O1C2C(CC1=O)CC\C=C/CC2 (Z)-3a,4,5,8,9,9a-Hexahydrocycloocta[b]furan-2(3H)-one